N-butylpyrrolidine chloride [Cl-].C(CCC)N1CCCC1